ethyl 2-cyano-2-(2-methoxyisonicotinamido)acetate C(#N)C(C(=O)OCC)NC(C1=CC(=NC=C1)OC)=O